Gadolinium (2S,2'S,2''S)-2,2',2''-{10-[(1S)-5-(4-butoxyphenyl)-1-carboxypentyl]-1,4,7,10-tetraazacyclododecan-1,4,7-triyl}tris(3-hydroxypropanoat) C(CCC)OC1=CC=C(C=C1)CCCC[C@@H](C(=O)O)N1CCN(CCN(CCN(CC1)[C@H](C(=O)[O-])CO)[C@H](C(=O)[O-])CO)[C@H](C(=O)[O-])CO.[Gd+3]